NCC(CN1N=CN(C1=O)C1=NC=C(C=C1C)C#CC=1C=NC(=CC1)N(C)C)=C(F)F 2-[2-(aminomethyl)-3,3-difluoro-allyl]-4-[5-[2-[6-(dimethylamino)-3-pyridinyl]ethynyl]-3-methyl-2-pyridinyl]-1,2,4-triazol-3-one